N(=[N+]=[N-])C(C)(C)C1=CN=C(C2=CN=C(C=C12)Cl)OC1CN(C1)C(=O)OC Methyl 3-((4-(2-azidopropan-2-yl)-6-chloro-2,7-naphthyridin-1-yl)oxy)azetidine-1-carboxylate